ClC1=C(C=C(C=C1F)N1N=CC=2C1=CN=C(C2)N2CCN(CC2)S(=O)(=O)C)O 2-Chloro-3-fluoro-5-(5-(4-(methylsulfonyl)piperazin-1-yl)-1H-pyrazolo[3,4-c]pyridine-1-yl)phenol